(Z)-4-(dimethylamino)-2-fluoro-but-2-enoic acid ethyl ester C(C)OC(/C(=C/CN(C)C)/F)=O